Octane-2,8-dicarboxylic acid 2-(t-butyl) 8-ethyl ester C(C)OC(=O)CCCCCCC(C)C(=O)OC(C)(C)C